(E)-2-(dimethylamino)ethyl 2-((2-(4-(2-chlorophenyl)thiazol-2-yl)-2-Methylhydrazono)methyl)benzoate ClC1=C(C=CC=C1)C=1N=C(SC1)N(\N=C\C1=C(C(=O)OCCN(C)C)C=CC=C1)C